C(C)(C)(C)OC(N(C=1SC=CC1)CC1=NC=C(C(=C1C)OC)C)=O ((4-methoxy-3,5-dimethylpyridin-2-yl)methyl)(thiophen-2-yl)carbamic acid tert-butyl ester